[Mn](=O)(=O)(O)O.[Co].[Ni] nickel cobalt manganic acid